tert-butyl (3S)-3-{8-amino-1-iodoimidazo[1,5-a]pyrazin-3-yl}pyrrolidine-1-carboxylate NC=1C=2N(C=CN1)C(=NC2I)[C@@H]2CN(CC2)C(=O)OC(C)(C)C